FC(C1(CC1)N1C=NC2=C1C=C(C=C2)O)F 1-(1-(difluoromethyl)cyclopropyl)-1H-benzo[d]imidazol-6-ol